5-chloro-4-hydroxy-2-((5-(methylsulfonyl)pyridin-3-yl)methoxy)benzaldehyde ClC=1C(=CC(=C(C=O)C1)OCC=1C=NC=C(C1)S(=O)(=O)C)O